(E)-3-[3-(3-cyano-5-fluoro-phenoxy)-2-methyl-6-(trifluoromethylsulfonyl)phenyl]-N-methyl-prop-2-enamide C(#N)C=1C=C(OC=2C(=C(C(=CC2)S(=O)(=O)C(F)(F)F)/C=C/C(=O)NC)C)C=C(C1)F